O(C1=CC=CC=C1)C[C@@H](C)N (R)-1-phenoxypropan-2-amine